1-cyano-2-phenyl-3-(pyridin-3-yl)isourea C(#N)NC(OC1=CC=CC=C1)=NC=1C=NC=CC1